C(C=C)(=O)NCCC[N+](C)(C)CCC(=O)O 3-acrylamido-N-(2-carboxyethyl)-N,N-dimethylpropan-1-aminium